5-bromo-6-fluoro-2-((2S,4S)-4-hydroxypyrrolidin-2-yl)-3-phenylquinazolin-4(3H)-one hydrochloride Cl.BrC1=C2C(N(C(=NC2=CC=C1F)[C@H]1NC[C@H](C1)O)C1=CC=CC=C1)=O